7-chloro-8-((3-hydroxy-2-(pyridin-2-yl)propyl)thio)-6-(trifluoromethyl)quinazoline-2,4(1H,3H)-dione ClC1=C(C=C2C(NC(NC2=C1SCC(CO)C1=NC=CC=C1)=O)=O)C(F)(F)F